tetramethyl-iodainine CC=1C(=C(C([IH]C1)C)C)C